BrC1=CC(=C(C=C1)OC1=CC=C(C=C1)[N+](=O)[O-])F 4-bromo-2-fluoro-1-(4-nitrophenoxy)benzene